N-(3,5-dichloro-4-pyridinyl)-4-(difluoromethoxy)-8-[(methylsulfonyl)amino]-1-dibenzofurancarboxamide ClC=1C=NC=C(C1NC(=O)C1=CC=C(C=2OC3=C(C21)C=C(C=C3)NS(=O)(=O)C)OC(F)F)Cl